COCCN(C1=CC(=C(C(=C1)C)[CH+]C1=C(C=C(C=C1C)N(CCOC)CCOC)C)C)CCOC bis(4-(bis(2-methoxyethyl)amino)-2,6-dimethylphenyl)methylium